5-bromopyrazolo[1,5-a]pyridine-3-carboxamide BrC1=CC=2N(C=C1)N=CC2C(=O)N